NC1=C(C=C2C(=N1)C=C(N2)CN2C(C1=CC(=CC=C1C21C(N(C(C1)C)C)=O)F)=O)F 2-((5-amino-6-fluoro-1H-pyrrolo[3,2-b]pyridin-2-yl)methyl)-5-fluoro-1',5'-dimethylspiro[isoindoline-1,3'-pyrrolidine]-2',3-dione